BrC1=CC=C2C(CCOC2=C1F)=N[S@@](=O)C(C)(C)C (S)-N-(7-bromo-8-fluorochroman-4-ylidene)-2-methylpropane-2-sulfinamide